1,3,4-oxadiazolethiol Tert-Butyl-2-(2-oxoethyl)morpholine-4-carboxylate C(C)(C)(C)C1N(CCOC1CC=O)C(=O)O.O1C(=NN=C1)S